ClC1=CC2=C(C=N1)C(=NN2C2=C(C=C(C=C2)CNS(=O)(=O)CCC2=C(C=C(C=C2)OC)OC)OC)C(=O)NCCCN(C)C 6-chloro-1-(4-((N-(2,4-dimethoxybenzyl)methylsulfonylamino)methyl)-2-methoxyphenyl)-N-(3-(dimethylamino)propyl)-1H-pyrazolo[4,3-c]Pyridine-3-carboxamide